4-(2-oxo-2-(o-tolylamino)ethyl)pyrrolidine-2-carboxylic acid O=C(CC1CC(NC1)C(=O)O)NC1=C(C=CC=C1)C